ClC1=C(N=CC(=N1)C(=O)OC)NC(=N)C1=CC=C(C=C1)F methyl 6-chloro-5-(4-fluorobenzeneimidamido)pyrazine-2-carboxylate